C(C1=CC(O)=C(O)C(O)=C1)(=O)O.C(C=C)(=O)OC methyl acrylate gallate